COC(=O)C=1C(=NC=CC1)C1=NC2=C(N1C)C=CC(=C2)SC(F)(F)F 2-[1-methyl-5-(trifluoromethylthio)benzimidazol-2-yl]pyridine-3-carboxylic acid methyl ester